FC1=C(C=C(C(=C1)F)C1=CN(C(C2=CC=C(C=C12)C=1C=NN(C1)C)=O)C)NS(=O)(=O)C N-[2,4-difluoro-5-[2-methyl-6-(1-methylpyrazol-4-yl)-1-oxoisoquinolin-4-yl]phenyl]methanesulfonamide